ClC1=CC=C(OC=2C=C(CN3CC4C(C3)CN(C4)C(=O)N4N=C(C=C4)C(=O)O)C=CC2)C=C1 1-(5-(3-(4-chlorophenoxy)benzyl)octahydropyrrolo[3,4-c]pyrrole-2-carbonyl)-1H-pyrazole-3-carboxylic acid